1-[4-(3,5-dichlorophenyl)piperazin-1-yl]-2-ethyl-pentane-1,4-dione ClC=1C=C(C=C(C1)Cl)N1CCN(CC1)C(C(CC(C)=O)CC)=O